CC1(CCN(CC1)C1=NC(=CC2=C1C=NN2COCC[Si](C)(C)C)C)NC(OC(C)(C)C)=O tert-butyl N-[4-methyl-1-[6-methyl-1-(2-trimethylsilylethoxymethyl) pyrazolo[4,3-c]pyridin-4-yl]-4-piperidyl]carbamate